3-(3-chlorophenyl)-1-(3,4-dimethoxyphenyl)prop-2-en-1-one ClC=1C=C(C=CC1)C=CC(=O)C1=CC(=C(C=C1)OC)OC